C(C1=CC=CC=C1)N[Si](C)(C)C N-Benzyl-1,1,1-trimethylsilanamine